COCC=1C=CC(NC1)=O 5-(methoxymethyl)pyridin-2(1H)-one